[I-].C(C)N1C=[N+](C=C1)C 1-ethyl-3-methylimidazolium iodide salt